BrC1=CC=NC2=CN=C(C=C12)OC 4-bromo-6-methoxy-1,7-naphthyridine